2-((S)-4-(5-(8-chloronaphthalen-1-yl)-8-(((R)-1-methylpyrrolidin-3-yl)methoxy)-3,4-dihydro-2H-pyrano[2,3-f]quinazolin-10-yl)-1-(2-fluoroacryloyl)piperazin-2-yl)acetonitrile ClC=1C=CC=C2C=CC=C(C12)C1=C2C(=C3C(=NC(=NC3=C1)OC[C@H]1CN(CC1)C)N1C[C@@H](N(CC1)C(C(=C)F)=O)CC#N)OCCC2